ClC(C1=NC(=NO1)C1=CC=C(C=C1)NC=1C(C(C1NC1=CC=C(C=C1)F)=O)=O)(F)F 3-((4-(5-(chlorodifluoromethyl)-1,2,4-oxadiazol-3-yl)phenyl)amino)-4-((4-fluorophenyl)amino)cyclobut-3-ene-1,2-dione